N-cyclopropyl-N-methyl-sulfamoyl chloride C1(CC1)N(S(=O)(=O)Cl)C